tert-butyl (1S,4R,7S)-2-((R)-tert-butylsulfinyl)-1-(1-(difluoromethyl)cyclopropyl)-7-methyl-2,6-diazaspiro[3.5]nonane-6-carboxylate C(C)(C)(C)[S@@](=O)N1[C@@H]([C@@]2(C1)CN([C@H](CC2)C)C(=O)OC(C)(C)C)C2(CC2)C(F)F